5-(1-(tert-Butoxycarbonyl)-3-fluoropiperidin-4-yl)-2-(3,4-dimethoxyphenyl)-3-isopropyl-1H-indole-1-carboxylic acid tert-butyl ester C(C)(C)(C)OC(=O)N1C(=C(C2=CC(=CC=C12)C1C(CN(CC1)C(=O)OC(C)(C)C)F)C(C)C)C1=CC(=C(C=C1)OC)OC